(S)-3-(1H-indazol-5-yl)-N2,N2-dimethylpropane-1,2-diamine N1N=CC2=CC(=CC=C12)C[C@@H](CN)N(C)C